3-cyano-4-hydroxy-N,N-dimethyl-5-(2-methyl-1H-benzimidazol-5-yl)benzamide C(#N)C=1C=C(C(=O)N(C)C)C=C(C1O)C1=CC2=C(NC(=N2)C)C=C1